C(#N)C1=CC(=NC=C1)OCC1C2CN(C(C1)C2)C(=O)OC(C)(C)C tert-butyl 5-(((4-cyanopyridin-2-yl) oxy) methyl)-2-azabicyclo[2.2.1]heptane-2-carboxylate